Pentadecane-5,12-diene CCCCC=CCCCCCC=CCC